ClC1=CC(=CN=N1)NC(C1=C(C=C(C=C1)C(F)(F)F)C1CCOC2=CC(=CC=C12)F)=O N-(6-chloropyridazin-4-yl)-2-(7-fluorochroman-4-yl)-4-(trifluoromethyl)benzamide